N=C(C)NCCC[C@H](N)C(=O)O N5-(1-iminoethyl)-L-ornithine